pentanoyl hydrazine-carboxylate N(N)C(=O)OC(CCCC)=O